7-(Dibenzothiophen-3-yl)imidazo[1,2-a]pyridine C1=CC(=CC=2SC3=C(C21)C=CC=C3)C3=CC=2N(C=C3)C=CN2